7-methoxy-N,1,1-trimethyl-6-[3-(pyrrolidin-1-yl)propoxy]-1H,2H,3H-cyclopenta[b]quinolin-9-amine COC1=CC=2C(=C3C(=NC2C=C1OCCCN1CCCC1)CCC3(C)C)NC